C(C)(=O)N1C2=C(C=CC=C2C=2C=C(C(=C(C12)OC)C)OC)OC 9-acetyl-1,3,8-trimethoxy-2-methyl-9H-carbazol